(R)-(4-(4-cyclopropylpyrazolo[1,5-a]pyridin-2-yl)-1,4,6,7-tetrahydro-5H-imidazo[4,5-c]pyridin-5-yl)(5-(3-fluoropyridin-2-yl)-1,3,4-oxadiazol-2-yl)methanone C1(CC1)C=1C=2N(C=CC1)N=C(C2)[C@@H]2N(CCC1=C2N=CN1)C(=O)C=1OC(=NN1)C1=NC=CC=C1F